N-(Thiazol-2-yl)acetamide S1C(=NC=C1)NC(C)=O